{2-[4'-(cyanomethyl)-[1,1'-biphenyl]-4-yl]ethyl}carbamic acid tert-butyl ester C(C)(C)(C)OC(NCCC1=CC=C(C=C1)C1=CC=C(C=C1)CC#N)=O